8-((2-hydroxyethyl)amino)-7-(3-methoxybenzyl)-3-methyl-1-(prop-2-yn-1-yl)-3,7-dihydro-1H-purine-2,6-dione OCCNC1=NC=2N(C(N(C(C2N1CC1=CC(=CC=C1)OC)=O)CC#C)=O)C